CN1N=C2C(CN(CC2)C(=O)C2=C(C=CC=C2)C(C(=O)N)=C)=C1 2-(2-methyl-4,5,6,7-tetrahydro-2H-pyrazolo[4,3-c]pyridine-5-carbonyl)phenylacrylamide